N-(Bicyclo[1.1.1]pentan-1-yl)-2-(4-fluoro-3-hydroxy-5-(trifluoromethyl)phenyl)benzo[d]oxazole-5-carboxamide C12(CC(C1)C2)NC(=O)C=2C=CC1=C(N=C(O1)C1=CC(=C(C(=C1)C(F)(F)F)F)O)C2